CN1N=C(C=C1)NC1=NC=NC(=C1)NC1=C(C=CC=C1)S(=O)(=O)C N4-(1-methyl-1H-pyrazol-3-yl)-N6-(2-(methylsulfonyl)phenyl)pyrimidine-4,6-diamine